CN1C(N(C2=C1C=CC(=C2)S(=O)(=O)NC2(CC2)C)C(C2=CC(=CC=C2)C)=O)=O 1-methyl-3-(3-methylbenzoyl)-N-(1-methylcyclopropyl)-2-oxo-benzimidazole-5-sulfonamide